(S)-3-((4-((2,4-dimethylphenyl)sulfonamido)naphthalen-1-yl)(prop-2-yn-1-yl)amino)butanoic acid CC1=C(C=CC(=C1)C)S(=O)(=O)NC1=CC=C(C2=CC=CC=C12)N([C@H](CC(=O)O)C)CC#C